[(3R,5S)-1-[(2S)-2-amino-3,3-dimethyl-butanoyl]-5-[[(1S)-1-[4-(4-methylthiazol-5-yl)phenyl]ethyl]carbamoyl]pyrrolidin-3-yl] acetate C(C)(=O)O[C@H]1CN([C@@H](C1)C(N[C@@H](C)C1=CC=C(C=C1)C1=C(N=CS1)C)=O)C([C@H](C(C)(C)C)N)=O